2,2'-(1,4-phenylene)bis(pyrimidine-5-carboxylic acid) C1(=CC=C(C=C1)C1=NC=C(C=N1)C(=O)O)C1=NC=C(C=N1)C(=O)O